2-[(2S)-2-amino-1-fluoropropyl]-3-bromo-5-chloro-N-[(thiophen-2-yl)methyl]thieno[3,2-b]pyridin-7-amine N[C@H](C(F)C1=C(C2=NC(=CC(=C2S1)NCC=1SC=CC1)Cl)Br)C